tert-butyl [(26-{4-[(4-amino-2-butylthieno[3,2-b]imidazo[4,5-d]pyridin-1-yl)methyl]hexahydropyridin-1-yl}-3,6,9,12,15,18,21,24-octaoxahexacosan-1-yl)amino]carboxylate NC1=C2C(=C3C(=N1)C=CS3)N(C(=N2)CCCC)CC2CCN(CC2)CCOCCOCCOCCOCCOCCOCCOCCOCCNC(=O)OC(C)(C)C